OC1[C@H](CN(C[C@H]1C)C(=O)OCC1=CC=CC=C1)C benzyl (3S,4S,5R)-4-hydroxy-3,5-dimethyl-piperidine-1-carboxylate